[Pb].[Sb].[As].SC[Si](C)(C)CC sulfhydryl-ethyl-trimethyl-silane arsenic antimony-lead